C(C)OC(=O)C1=C(C=2N(C=C1)N=CC2C)O 4-hydroxy-3-methylpyrazolo[1,5-a]pyridine-5-carboxylic acid ethyl ester